C(C)C1=NC=2C(=NC(=CC2C)C)N1CC1=CC=C(C=C1)C1=C(C=CC(=C1)C=1N=NN(C1)C)C1=NN=NN1 2-Ethyl-5,7-dimethyl-3-((5'-(1-methyl-1H-1,2,3-triazol-4-yl)-2'-(1H-tetrazol-5-yl)-[1,1'-biphenyl]-4-yl)methyl)-3H-imidazo[4,5-b]pyridine